methyl (2S)-5-[2-(5-fluoro-2-methoxyphenyl)-2-hydroxyacetamido]-6-[[(1R,3R)-3-(methoxycarbonyl)cyclohexyl]amino]-2-methyl-1,2,3,4-tetrahydroquinoline-1-carboxylate FC=1C=CC(=C(C1)C(C(=O)NC1=C2CC[C@@H](N(C2=CC=C1N[C@H]1C[C@@H](CCC1)C(=O)OC)C(=O)OC)C)O)OC